hexynylalcohol C(#CCCCC)O